1,2,4-benzenetricarboxylic acid trimethylester COC(=O)C=1C(=CC(=CC1)C(=O)OC)C(=O)OC